C(C1=CC=CC=C1)(=O)C1=CC=C(C=C1)\N=C/1\C=C(CC(C1)(C)C)NCC(=O)[O-] [[(3E)-3-(4-benzoylphenyl)imino-5,5-dimethyl-cyclohexen-1-yl]amino]acetate